N(C#N)S(=NC(CC1=C(C=CC=C1C1=CC(=NC=C1)OC)C(C)C)=O)(=O)C1=CN=C(S1)[C@@](CO)(C)O N-(cyanamido(2-((S)-1,2-dihydroxypropan-2-yl)thiazol-5-yl)(oxo)-λ6-sulfaneylidene)-2-(2-isopropyl-6-(2-methoxypyridin-4-yl)phenyl)acetamide